CC=1C(=NC(=NC1)NC1CCC(CC1)N)C1=CN=C2N1C=C(C=C2)NC2=CC=CC=C2 (1r,4r)-N1-(5-Methyl-4-(6-(phenylamino)imidazo[1,2-a]pyridin-3-yl)pyrimidin-2-yl)cyclohexan-1,4-diamin